2-methyl-4-(4,4,5,5-tetramethyl-1,3,2-dioxaborolan-2-yl)benzo[d]thiazole CC=1SC2=C(N1)C(=CC=C2)B2OC(C(O2)(C)C)(C)C